N-cyclopropyl-2-(difluoromethoxy)-4-[7-(1-hydroxy-1-methyl-2-pyrazol-1-yl-ethyl)imidazo[1,2-a]pyridin-3-yl]-6-methoxy-benzamide C1(CC1)NC(C1=C(C=C(C=C1OC)C1=CN=C2N1C=CC(=C2)C(CN2N=CC=C2)(C)O)OC(F)F)=O